C1(CC1)N(C1=CC=C(N=N1)C1=C(C=C(C=C1)C=1C=NNC1)O)C1CC(NC(C1)(C)C)(C)C 2-(6-(cyclopropyl-(2,2,6,6-tetramethyl-piperidin-4-yl)amino)pyridazin-3-yl)-5-(1H-pyrazol-4-yl)phenol